1,4-bis(2-methoxyvinyl)bicyclo[2.2.2]octane COC=CC12CCC(CC1)(CC2)C=COC